C(C)(C)OC1=CC2=C(SC(=C2)C(CP(OC)(OC)=O)=O)C=C1OC dimethyl (2-(5-isopropoxy-6-methoxybenzo[b]thiophen-2-yl)-2-oxoethyl)phosphonate